OC1=CC=C(C=C1)C1COC2=C(C(=CC=C2C1C1=CC(=C(C=C1)OC)F)O)C 3-(4-hydroxyphenyl)-4-(4-methoxy-3-fluorophenyl)-8-methyl-chroman-7-ol